E-methyl 4-methyl-1-phenyl-1,2,3,4-tetrahydroisoquinoline-6-carboxylate CC1CNC(C2=CC=C(C=C12)C(=O)OC)C1=CC=CC=C1